4-[8-(8-tert-butoxycarbonyl-3,8-diazabicyclo[3.2.1]octan-3-yl)-4-fluoro-5,6-dimethyl-2,7-naphthyridin-3-yl]-6-fluoro-5-(2-triisopropylsilylethynyl)naphthalene-2-carboxylic acid C(C)(C)(C)OC(=O)N1C2CN(CC1CC2)C=2N=C(C(=C1C(=C(N=CC21)C2=CC(=CC1=CC=C(C(=C21)C#C[Si](C(C)C)(C(C)C)C(C)C)F)C(=O)O)F)C)C